ClC1=C(C=O)C(=CC(=N1)Cl)C1=C(C=C(C=C1)F)F 2,6-dichloro-4-(2,4-difluorophenyl)nicotinaldehyde